ClCC=1C(=NOC1C(C)C)C1=C(C=CC=C1Cl)Cl 4-(chloromethyl)-3-(2,6-dichlorophenyl)-5-(propan-2-yl)-1,2-oxazole